isohexyl-(Z)-13-docosenoic acid C(CCC(C)C)C(C(=O)O)CCCCCCCCCC\C=C/CCCCCCCC